2-[4-(1-benzofuran-5-yl)-2,6-bis(propan-2-yl)phenyl]-N-{4-[(dimethylamino)methyl]benzene-sulfonyl}acetamide O1C=CC2=C1C=CC(=C2)C2=CC(=C(C(=C2)C(C)C)CC(=O)NS(=O)(=O)C2=CC=C(C=C2)CN(C)C)C(C)C